CN1C=NC(=C1)C1=C(NC2=CC=C(C=C2)C(F)(F)F)C=CC(=C1)[N+](=O)[O-] 2-(1-Methyl-1H-imidazol-4-yl)-4-nitro-N-(4-(trifluoromethyl)phenyl)aniline